4-(6-methoxyl-purin-7-yl)-aniline O(C)C1=C2N(C=NC2=NC=N1)C1=CC=C(N)C=C1